C1(=CC=CC=C1)C=1N(C2SC3=C(N2C1)C=CC=C3)CCCN3CCCCC3 2-phenyl-N-(3-(piperidin-1-yl)propyl)benzo[d]imidazo[2,1-b]thiazole